C(C(=C)C)(=O)OCC[NH+](C)C N-(2-methacryloyloxyethyl)dimethyl-ammonium